FC1=C(C(=C(C=C1N1N=C(C=2C1=CN=C(C2)N2C[C@H](OCC2)C2=CC=CC=C2)C)C(F)(F)F)F)O (R)-2,6-Difluoro-3-(3-methyl-5-(2-phenylmorpholino)-1H-pyrazolo[3,4-c]pyridin-1-yl)-5-(trifluoromethyl)phenol